dicyclohexyl-[2',4',6'-tris(prop-2-yl)biphenyl-2-yl]phosphine C1(CCCCC1)P(C1=C(C=CC=C1)C1=C(C=C(C=C1C(C)C)C(C)C)C(C)C)C1CCCCC1